(3-((5-Bromopyridin-2-yl)methyl)-1,2,3-oxadiazol-3-ium-5-yl)((3-(2-phenylacetamido)-5-(trifluoromethyl)phenyl)carbamoyl)amide BrC=1C=CC(=NC1)C[N+]1=NOC(=C1)[N-]C(NC1=CC(=CC(=C1)C(F)(F)F)NC(CC1=CC=CC=C1)=O)=O